COC1=C(C=C(C=C1)CC(=O)O)CCN[C@@H]([C@H]1CNC2=C(N1)N=CC=C2)C2=CC=CC=C2 2-[4-methoxy-3-[2-[[(R)-phenyl-[(3R)-1,2,3,4-tetrahydropyrido[2,3-b]pyrazin-3-yl]methyl]amino]ethyl]phenyl]acetic acid